(S)-1-(tert-butyl)-3-(3-oxo-4-(1-(m-tolyl)ethyl)-3,4-dihydro-2H-benzo[b][1,4]oxazin-7-yl)urea C(C)(C)(C)NC(=O)NC=1C=CC2=C(OCC(N2[C@@H](C)C=2C=C(C=CC2)C)=O)C1